4-Amino-3-(6-biphenyl-2-ylpyridin-3-ylazo)naphthalin NC1=C(C=CC2=CC=CC=C12)N=NC=1C=NC(=CC1)C1=C(C=CC=C1)C1=CC=CC=C1